FC1=C(C(=C(C(=C1COB([O-])[O-])F)F)F)F (penta-fluoro-benzyl)-borat